N(=[N+]=[N-])C(C)(C)C1=CN=C(C2=CN=C(C=C12)Cl)OCCCC(=O)OC(C)(C)C tert-Butyl 4-((4-(2-azidopropan-2-yl)-6-chloro-2,7-naphthyridin-1-yl)oxy)butanoate